C(C(C)(C)C)(=O)[O-] Neopentanoat